2-fluoro-5-formylbenzene FC1=CC=C(C=C1)C=O